FC(C1(CC(C1)(OC)OC)C(=O)OC(C)C)F isopropyl 1-(difluoromethyl)-3,3-dimethoxycyclobutane-1-carboxylate